sodium 4-methylbutyrolactone CC1CCC(=O)O1.[Na]